C(C)[Si](O[Si](C)(C)NC)(O[SiH](C)C)O[SiH](C)C 3-ethylmethylamino-3-(dimethylsiloxy)-1,1,5,5-tetramethyltrisiloxane